CO\C(\C(=O)OC)=C/OC methyl (Z)-2,3-dimethoxyacrylate